N-(Methoxyethyl)-1-Methylpyrrolidinium Bis(Trifluoromethylsulfonyl)Imide [N-](S(=O)(=O)C(F)(F)F)S(=O)(=O)C(F)(F)F.COCC[N+]1(CCCC1)C